CS(=O)(=O)O[C@H]1COCC1 (3R)-tetrahydrofuran-3-yl methanesulfonate